4-((1-((2-chloropyridin-3-yl)sulfonyl)-3-(hydroxymethyl)azetidin-3-yl)methoxy)-2-fluorobenzonitrile ClC1=NC=CC=C1S(=O)(=O)N1CC(C1)(CO)COC1=CC(=C(C#N)C=C1)F